N[C@@H]1C[C@H](N(C1)C(=O)C1=NC2=CC=C(C=C2C=C1)Cl)C=1SC=C(N1)C(=O)N[C@H](C(=O)NC)CCCCNC(=N)N 2-((2S,4R)-4-amino-1-(6-chloroquinoline-2-carbonyl)pyrrolidin-2-yl)-N-((S)-6-guanidino-1-(methylamino)-1-oxohexan-2-yl)thiazole-4-carboxamide